Piperidine-1-carboxylic acid prop-2-enyl ester C(C=C)OC(=O)N1CCCCC1